CC1=C(N=C(S1)C12CCC(CC1)(CC2)CNC(OC(C)(C)C)=O)C2=NC(=NC=C2)SC tert-butyl [(4-{5-methyl-4-[2-(methylsulfanyl)pyrimidin-4-yl]-1,3-thiazol-2-yl}bicyclo[2.2.2]octan-1-yl)methyl]carbamate